Cl.FC(C=1C(=NC=CN1)N1CC2(CC1)CCNCC2)(F)F 2-(3-(trifluoromethyl)pyrazin-2-yl)-2,8-diazaspiro[4.5]decane hydrochloride